ethene-1,1-diyldibenzene C(=C)(C1=CC=CC=C1)C1=CC=CC=C1